N,N,N',N''-tetrakis(2-hydroxyethyl)diethylenetriamine OCCN(CCN(CCNCCO)CCO)CCO